N-ethyl-5-fluoro-2-((5-(2-((3S,5S)-5-hydroxy-6-(isopropyl-(methyl)amino)-2-methylhexan-3-yl)-2,6-diazaspiro[3.4]oct-6-yl)-1,2,4-triazin-6-yl)oxy)-N-isopropylbenzamide C(C)N(C(C1=C(C=CC(=C1)F)OC1=C(N=CN=N1)N1CC2(CN(C2)[C@H](C(C)C)C[C@@H](CN(C)C(C)C)O)CC1)=O)C(C)C